Cl.C(=O)(OCC1=CC=CC=C1)[N+](N(C)C)(C)C(=O)[C@@]1(CNCCC1)CC1=CC=CC=C1 (3R)-1-N-Cbz-3-benzyl-3-piperidinecarbonyl-(N,N',N'-trimethyl)hydrazinium hydrochloride